3-({[(3S)-1-(6-methylpyridin-3-yl)piperidin-3-yl][(2-methylpyridin-4-yl)methyl]amino}methyl)-1,4-dihydroquinolin CC1=CC=C(C=N1)N1C[C@H](CCC1)N(CC1=CC(=NC=C1)C)CC1=CNC2=CC=CC=C2C1